C1OC[C@@H]2[C@H]1CN(C2)C2=NC1=CC=C(C=C1C=N2)C=O 2-((3aR,6aS)-tetrahydro-1H-furo[3,4-c]pyrrol-5(3H)-yl)quinazoline-6-carbaldehyde